Ethyl 4-(3-(oxazol-5-ylmethyl)ureido)benzoate O1C=NC=C1CNC(NC1=CC=C(C(=O)OCC)C=C1)=O